C1(CCCC1)C=1C=C(C=CC1C=1N=NNN1)N1C=CC=2C1=NC(=CN2)C2CC2 5-(3-cyclopentyl-4-(2H-tetrazol-5-yl)phenyl)-3-cyclopropyl-5H-pyrrolo[2,3-b]pyrazine